CC1=CCCC=CCC1 1-methylcycloocta-1,5-diene